ethyl 5-(2-methyl-4-(6-(trifluoromethyl) quinazolin-2-yl) phenyl)-4-oxo-4,5,6,7-tetrahydropyrazolo[1,5-a]pyrazine-3-carboxylate CC1=C(C=CC(=C1)C1=NC2=CC=C(C=C2C=N1)C(F)(F)F)N1C(C=2N(CC1)N=CC2C(=O)OCC)=O